CN(CCNC[Si](OC)(C)C)C dimethyl-N-(dimethylmethoxysilylmethyl)ethylenediamine